N-(2-Methoxy-5-(3-(trifluoromethyl)phenoxy)phenyl)-5-oxotetrahydropyrrolo[2,1-b]thiazole-7a(5H)-carboxamide COC1=C(C=C(C=C1)OC1=CC(=CC=C1)C(F)(F)F)NC(=O)C12SCCN1C(CC2)=O